N-[4-chloro-3-[2-(3-pyridinyl)-1H-imidazol-1-yl]phenyl]-2-methoxyacetamide ClC1=C(C=C(C=C1)NC(COC)=O)N1C(=NC=C1)C=1C=NC=CC1